6-(2-(bis(2-((2-morpholino-2-oxoethyl)amino)-2-oxoethyl)amino)acetamido)hexanoic acid O1CCN(CC1)C(CNC(CN(CC(=O)NCCCCCC(=O)O)CC(NCC(N1CCOCC1)=O)=O)=O)=O